5-(3,3-difluorocyclohexyl)-2-methylbenzofuran-3-carboxylic acid FC1(CC(CCC1)C=1C=CC2=C(C(=C(O2)C)C(=O)O)C1)F